N12CC(CC(CC1)C2)C(=O)N 1-azabicyclo[3.2.1]octane-3-carboxamide